OC1=CC=C(C=C1)CCCC(=O)N β-(4-hydroxyphenyl)ethyl-acetamide